C(CC)(=O)N1C=CC2=CC(=CC=C12)C1=CC=C(C(=O)NCC2=CC=NC=C2)C=C1 4-(1-propionylindol-5-yl)-N-(pyridin-4-ylmethyl)benzamide